C1(=CC=CC=C1)CC(C)(C)S(=O)(=O)C(C)(C)CC1=CC=CC=C1 phenyltrimethyl-methylsulfone